tert-Butyl 4-((4-(8-methyl-7-((2-methyl-1-((2-(trimethylsilyl)ethoxy)methyl)-1H-benzo[d]imidazol-6-yl)oxy)quinoxalin-2-yl)-1H-pyrazol-1-yl)methyl)piperidine-1-carboxylate CC=1C(=CC=C2N=CC(=NC12)C=1C=NN(C1)CC1CCN(CC1)C(=O)OC(C)(C)C)OC=1C=CC2=C(N(C(=N2)C)COCC[Si](C)(C)C)C1